dimethoxymethylvinyl-silane COC(OC)C=C[SiH3]